8-[1-(2,2-difluoroethyl)-1H-pyrazolo[3,4-b]pyrazin-6-yl]-2-[3-(trifluoromethyl)pyridin-2-yl]-2,8-diazaspiro[4.5]decane FC(CN1N=CC=2C1=NC(=CN2)N2CCC1(CCN(C1)C1=NC=CC=C1C(F)(F)F)CC2)F